5-amino-1-(1,1,1-trifluoropropan-2-yl)-1H-pyrazole-4-carboxylic acid ethyl ester C(C)OC(=O)C=1C=NN(C1N)C(C(F)(F)F)C